N-(2-((4-(3-(3-chloro-6-methylpyridin-2-yl)-4-methylphenyl)thiazol-2-yl)amino)-2-oxoethyl)-1-(methylsulfonyl)-1H-pyrrole-3-carboxamide ClC=1C(=NC(=CC1)C)C=1C=C(C=CC1C)C=1N=C(SC1)NC(CNC(=O)C1=CN(C=C1)S(=O)(=O)C)=O